ClC=1C=C(C=CC1)NC(NC=1C=C(C=CC1)C1=CC=CS1)=O 5-(3-(3-(3-chlorophenyl)ureido)phenyl)-1H-thiophene